CC1=CC=C(C=C1)S(=O)(=O)O.NCC1CCC(CC1)C(=O)OCC1=CC=CC=C1 Benzyl 4-(aminomethyl)cyclohexane-1-carboxylate 4-methylbenzenesulfonate